2,6-dimethyl-N-(o-tolyl)amine CC1(C(C(=CC=C1)C)C)N